1-cyclopropyl-6-fluoro-7-(3-methylpiperazin-1-yl)-3-(4-methoxycinnamoyl)-8-methoxyquinolin-4(1H)-one C1(CC1)N1C=C(C(C2=CC(=C(C(=C12)OC)N1CC(NCC1)C)F)=O)C(C=CC1=CC=C(C=C1)OC)=O